1-(6-((4-ethylpiperazin-1-yl)methyl)pyridin-3-yl)guanidine C(C)N1CCN(CC1)CC1=CC=C(C=N1)NC(=N)N